Cl.C(C1=CC=CC=C1)N1CCC(CC1)N1N=CC=C(C1=O)C1=CC=C(C=C1)C(F)(F)F 2-(1-Benzylpiperidin-4-yl)-4-[4-(trifluoromethyl)phenyl]-2,3-dihydropyridazin-3-on Hydrochlorid